CSC=1N(C(C(=CN1)NCCCC1=CC=CC=C1)=O)CC(=O)OCCCC butyl 2-(2-(methylthio)-6-oxo-5-((3-phenylpropyl)amino)pyrimidin-1(6H)-yl)acetate